(S)- and (R)-1-(1H-indol-3-yl)-2-((4-methylphenethyl)amino)-2-phenylethan-1-one N1C=C(C2=CC=CC=C12)C([C@H](C1=CC=CC=C1)NCCC1=CC=C(C=C1)C)=O |r|